C(C1=CC=CC=C1)N1CCOC2=C(C1=O)C=C(C(=N2)N2CC=1C=C(C=NC1CC2)C(F)(F)F)Br 4-Benzyl-7-bromo-8-[3-(trifluoromethyl)-7,8-dihydro-5H-1,6-naphthyridin-6-yl]-2,3-dihydropyrido[3,2][1,4]oxazepin-5-one